O1[As]2O[As]3O[As]1O[As](O2)O3 Arsenic tetraoxide